N(=O)N(C(C)C)C(C)C nitrosodi-2-propylamine